(R)-6-chloro-3-((1-(2-(2-hydroxyphenyl)-3,6-dimethyl-4-oxo-3,4-dihydroquinazolin-8-yl)ethyl)amino)picolinic acid ClC1=CC=C(C(=N1)C(=O)O)N[C@H](C)C=1C=C(C=C2C(N(C(=NC12)C1=C(C=CC=C1)O)C)=O)C